(4-(4-amino-1-cyclopentyl-7-oxo-6,7-dihydro-1H-pyrazolo[3,4-d]pyridazin-3-yl)benzyl)-2-methoxybenzamide NC=1C2=C(C(NN1)=O)N(N=C2C2=CC=C(CC=1C(=C(C(=O)N)C=CC1)OC)C=C2)C2CCCC2